1-[2-methoxy-4-(trifluoromethyl)phenyl]-3H-pyrido[3,4-d]pyridazin COC1=C(C=CC(=C1)C(F)(F)F)C1=C2C(=CNN1)C=NC=C2